Hexaethylene glycol Mono-n-dodecyl Ether C(CCCCCCCCCCC)OCCOCCOCCOCCOCCOCCO